tert-butyl (S)-10-((4-(2-methoxyphenyl)-6-oxopyrimidin-1(6H)-yl)methyl)-7-azaspiro[4.5]decane-7-carboxylate COC1=C(C=CC=C1)C=1N=CN(C(C1)=O)C[C@H]1CCN(CC12CCCC2)C(=O)OC(C)(C)C